C1(=CC=CC=C1)S(=O)(=O)N1C=C(C=2C1=NC(=CC2)C2=NC(=NO2)C)C2=NC(=NC=C2C(F)(F)F)N[C@@H]2CN(CCC2)C(=O)OC(C)(C)C Tert-butyl (3S)-3-[[4-[1-(benzenesulfonyl)-6-(3-methyl-1,2,4-oxadiazol-5-yl)pyrrolo[2,3-b]pyridin-3-yl]-5-(trifluoromethyl)pyrimidin-2-yl]amino]piperidine-1-carboxylate